6-Chloro-5-((4-(ethylamino)-3-(trifluoromethyl)-1H-pyrrolo[2,3-b]pyridin-6-yl)amino)-2-methylisoindolin-1-one ClC1=C(C=C2CN(C(C2=C1)=O)C)NC1=CC(=C2C(=N1)NC=C2C(F)(F)F)NCC